F.N1=CC=CC=C1 pyridine hydrofluoride salt